ethyl-N-(β-hydroxyethyl)-aniline C(C)N(C1=CC=CC=C1)CCO